3-(cyclohexylamino)-2-hydroxypropanesulphonic Acid C1(CCCCC1)NCC(CS(=O)(=O)O)O